ClC=1C=CC=C2C(=NC(=NC12)C1=CC=C(C=C1)Cl)C 8-chloro-2-(4-chlorophenyl)-4-methyl-quinazoline